[Li+].C1=CC=C2[C-]=CC=CC2=C1 Lithium naphthalenide